3,3,3-trifluoro-1-(2-fluoro-11-imino-10,11-dihydro-5H-dibenzo[b,e][1,4]diazepin-5-yl)propan-1-one FC(CC(=O)N1C2=C(NC(C3=C1C=CC(=C3)F)=N)C=CC=C2)(F)F